O[C@H](CN(C(C1=CN=C(C(=C1)C#CC=1C=NN(C1)C)C)=O)C)CC1=CC=CC=C1 (S)-N-(2-hydroxy-3-phenylpropyl)-N,6-dimethyl-5-((1-methyl-1H-pyrazol-4-yl)ethynyl)nicotinamide